methyl (R)-4-(2-chloro-4-fluorophenyl)-2-(thiazol-2-yl)-6-(((R)-3-(5-thioxo-4,5-dihydro-1,2,4-oxadiazol-3-yl) morpholino) methyl)-1,4-dihydropyrimidine-5-carboxylate ClC1=C(C=CC(=C1)F)[C@@H]1N=C(NC(=C1C(=O)OC)CN1[C@@H](COCC1)C1=NOC(N1)=S)C=1SC=CN1